1-((1-acetylpiperidin-4-yl)methyl)-4-chloro-N-(3-methyl-5-(thiophen-2-ylethynyl)pyridin-2-yl)-1H-pyrazole-5-carboxamide C(C)(=O)N1CCC(CC1)CN1N=CC(=C1C(=O)NC1=NC=C(C=C1C)C#CC=1SC=CC1)Cl